C1(CCCCC1)N(C(=O)OCC1=C(C=NN1C)C1=CC=C(O[C@@H]2C[C@H](CCC2)C(=O)O)C=C1)C |r| (±)-trans-3-(4-(5-(((cyclohexyl-(methyl)carbamoyl)oxy)methyl)-1-methyl-1H-pyrazol-4-yl)phenoxy)cyclohexane-1-carboxylic acid